3-phenyl-3-(4-phenyl-2H-1,2,3-triazol-2-yl)-1-(p-tolyl)propan-1-one C1(=CC=CC=C1)C(CC(=O)C1=CC=C(C=C1)C)N1N=CC(=N1)C1=CC=CC=C1